NC1=C(C=CC=C1C#N)C=1CCN(CC1)C(=O)OC(C)(C)C tert-butyl 4-(2-amino-3-cyanophenyl)-3,6-dihydropyridine-1(2H)-carboxylate